2-(4-hydroxy-1H-pyrazol-1-yl)-2-methylpropanenitrile OC=1C=NN(C1)C(C#N)(C)C